FC1=C(CN2C(N(C3=C2C=CC=C3)C3CCN(CC3)C(=O)OC(C)(C)C)=O)C=CC(=C1)C(=O)OC tert-butyl 4-(3-(2-fluoro-4-(methoxycarbonyl)benzyl)-2-oxo-2,3-dihydro-1H-benzo[d]imidazole-1-yl)piperidine-1-carboxylate